C1(CC1)N1N(C(=C(C1=O)NC(C1=CC=C(C=C1)OC(F)F)=O)C1=C(C=C(C=C1F)OC)F)C N-[2-cyclopropyl-5-(2,6-difluoro-4-methoxyphenyl)-1-methyl-3-oxo-2,3-dihydro-1H-pyrazol-4-yl]-4-(difluoromethoxy)benzamide